4-[5-(Diethylsulfamoyl)-2-methoxy-phenyl]piperazine-1-carboxylic acid tert-butyl ester C(C)(C)(C)OC(=O)N1CCN(CC1)C1=C(C=CC(=C1)S(N(CC)CC)(=O)=O)OC